C(C)(C)(C)OC(N(CC=1N=C2N(C=CC=C2)C1C)C1=CC(=NC=2N1N=CC2C(C)C)Cl)=O (5-chloro-3-isopropylpyrazolo[1,5-a]pyrimidin-7-yl)((3-methylimidazo[1,2-a]pyridin-2-yl)methyl)carbamic acid tert-butyl ester